FC1=CC=C(/C=C/C2=CC=NC3=C(C=C(C(=C23)OC)NC(CCCC)=O)OC)C=C1 (E)-N-(4-(4-fluorostyryl)-5,8-dimethoxyquinolin-6-yl)pentanamide